C(C)(C)(C)OC(N=[S@](=O)(C=1SC(=CC1F)C(C)(C)O)N)=O.ClC1=CC=C(C=C1)[Ni] (4-chlorophenyl)nickel Tert-butyl-(S)-(amino(3-fluoro-5-(2-hydroxypropan-2-yl)thiophen-2-yl)(oxo)-λ6-sulfanylidene)carbamate